FC(CN1C(=NC2=C1C=C(C=C2)C2=CNC=1N=C(N=C(C12)OC)NC1C[C@@H]2[C@@H](CN(C2)C(C)=O)C1)C)F 1-((3aR,5s,6aS)-5-((5-(1-(2,2-difluoroethyl)-2-methyl-1H-benzo[d]imidazol-6-yl)-4-methoxy-7H-pyrrolo[2,3-d]pyrimidin-2-yl)amino)hexahydrocyclopenta[c]pyrrol-2(1H)-yl)ethan-1-one